CC(C)=C1CCC(CC1)N1CCC(CC1)N1C=C(C2=CC=CC=C12)CN1CCCC1 1-(1-(4-(propan-2-ylidene)cyclohexyl)piperidin-4-yl)-3-(pyrrolidin-1-ylmethyl)-1H-indole